C(CCCCCC)N1N=C(CC1=O)CN(C(OC(C)(C)C)=O)C tert-Butyl [(1-heptyl-5-oxo-4,5-dihydro-1H-pyrazol-3-yl)-methyl]methylcarbamate